CC1=CC=2OCC(CC2S1)NC(OC(C)(C)C)=O tert-butyl N-(2-methyl-6,7-dihydro-5H-thieno[3,2-b]pyran-6-yl)carbamate